ethyl-8-(1,3-thiazol-2-yl)-5h,8h-pyrido[2,3-d]pyrimidine-6-carboxylate C(C)OC(=O)C=1CC2=C(N=CN=C2)N(C1)C=1SC=CN1